3,3'-dichloro-2'-(2-fluoro-3-(methylsulfonyl)phenyl)-5',6-dimethyl-2-oxo-2H-[1,4'-bipyridin]-4-yl trifluoromethanesulfonate FC(S(=O)(=O)OC1=C(C(N(C(=C1)C)C1=C(C(=NC=C1C)C1=C(C(=CC=C1)S(=O)(=O)C)F)Cl)=O)Cl)(F)F